CN1C(=NN=C1)C1=CC=2N(C(=C1)OC1=CC=C(C=C1)OCCOC1CCOCC1)C=NC2 7-(4-methyl-1,2,4-triazol-3-yl)-5-[4-(2-tetrahydropyran-4-yloxyethoxy)phenoxy]imidazo[1,5-a]pyridine